5-amino-2-phenylthiazole-4-carboxylic acid ethyl ester C(C)OC(=O)C=1N=C(SC1N)C1=CC=CC=C1